C1(=CC=CC=C1)COC(CCCCCC[C@@H]1[C@H]([C@@H](CC1=O)OCC1=CC=CC=C1)CCC(C(CCCC)(F)F)O[Si](C)(C)C)=O 7-[(1R,2R,3R)-3-benzyloxy-2-(4,4-difluoro-3-trimethylsiloxyoctyl)-5-keto-cyclopentyl]heptanoic acid phenylmethyl ester